C(C)C(COC(CCCCCCCC(=O)OCC(CCCC)CC)=O)CCCC bis(2-ethylhexyl)azelate